tert-butyl 4-[3-(p-tolylsulfonyloxy)cyclobutoxy]piperidine-1-carboxylate C1(=CC=C(C=C1)S(=O)(=O)OC1CC(C1)OC1CCN(CC1)C(=O)OC(C)(C)C)C